FC1=C(C(=C(C=C1OC)OC)F)C1=CC2=C(N=C(N=C2)N[C@@H]2COCC[C@@H]2NC(C=C)=O)C(=N1)CC1COCC1 N-((3S,4S)-3-((6-(2,6-difluoro-3,5-dimethoxyphenyl)-8-((tetrahydrofuran-3-yl)methyl)pyrido[3,4-d]pyrimidin-2-yl)amino)tetrahydro-2H-pyran-4-yl)acrylamide